CCCCCCCCCCC[C@@H](CC(=O)O)O The molecule is a C14, long-chain hydroxy fatty acid and enantiomer of the biologically active (R)-3-hydroxytetradecanoic acid. It is a 3-hydroxy monocarboxylic acid and a hydroxy fatty acid. It derives from a tetradecanoic acid. It is a conjugate acid of a (S)-3-hydroxytetradecanoate. It is an enantiomer of a (R)-3-hydroxytetradecanoic acid.